NC1=C(C(=C(C#N)C=C1N)NCC1=CC=C(C=C1)OC)C1=C(C(=CC=C1C)OCC1=CC=CC=C1)C 4,5-diamino-3-(3-benzyloxy-2,6-dimethyl-phenyl)-2-[(4-methoxyphenyl)methylamino]benzonitrile